2-(4-(4-(aminomethyl)-1-oxo-1,2-dihydrophthalazin-6-yl)-1-methyl-1H-pyrazol-5-yl)-4-chloro-3-fluoro-6-(pyrrolidin-1-yl)benzonitrile NCC1=NNC(C2=CC=C(C=C12)C=1C=NN(C1C1=C(C#N)C(=CC(=C1F)Cl)N1CCCC1)C)=O